OC(C#CC1=CC2=C(OC[C@@H](C(N2C)=O)NC(C2=NC=CC(=C2)C2=CC=CC=C2)=O)C=C1)(C)C (S)-N-(7-(3-hydroxy-3-methylbut-1-yn-1-yl)-5-methyl-4-oxo-2,3,4,5-tetrahydrobenzo[b][1,4]oxazepin-3-yl)-4-phenylpicolinamide